FC=1C(=CC(=NC1)OC)C1=NNC(=C1)C(=O)N1C2(CC2)C[C@H](CC1)C(=O)NCC1=C(N=C(S1)C)C(F)(F)F (S)-4-(3-(5-fluoro-2-methoxypyridin-4-yl)-1H-pyrazole-5-carbonyl)-N-((2-methyl-4-(trifluoromethyl)thiazol-5-yl)methyl)-4-azaspiro[2.5]octane-7-carboxamide